C(C)(C)N(C(OC(C=1N(C(=C(N1)COC)I)COCC[Si](C)(C)C)C1=CC(=C(C=C1)F)Cl)=O)C(C)C (3-chloro-4-fluorophenyl)(5-iodo-4-(methoxymethyl)-1-((2-(trimethylsilyl)ethoxy)methyl)-1H-imidazol-2-yl)methyl diisopropylcarbamate